3-[(1R)-1-(2-Ethylsulfanyl-3,6-dimethyl-4-oxo-chromen-8-yl)ethoxy]pyridine-2-sulfonamide C(C)SC=1OC2=C(C=C(C=C2C(C1C)=O)C)[C@@H](C)OC=1C(=NC=CC1)S(=O)(=O)N